C(C)(C)(C)OC(=O)N1C(CCC1)C(=O)ON1C(CCC1=O)=O (((2,5-dioxopyrrolidin-1-yl)oxy)carbonyl)pyrrolidine-1-carboxylic acid tert-butyl ester